4-(4-hydroxy-6-(4-(methylsulfonyl)piperazin-1-yl)pyrimidin-2-yl)benzonitrile OC1=NC(=NC(=C1)N1CCN(CC1)S(=O)(=O)C)C1=CC=C(C#N)C=C1